3-(2-(methoxymethoxy)-4-(1-(4-(trifluoromethoxy)phenyl)-1H-1,2,4-triazol-3-yl)phenyl)urea COCOC1=C(C=CC(=C1)C1=NN(C=N1)C1=CC=C(C=C1)OC(F)(F)F)NC(N)=O